CC1=NC=2C(=C3C(=NC2)NC=C3)N1 2-methyl-1,6-dihydroimidazo[4,5-d]Pyrrolo[2,3-b]Pyridine